ethyl 2-((2-((3-bromobenzyl) amino)-2-oxoethyl) thio)-1H-imidazole-4-carboxylate BrC=1C=C(CNC(CSC=2NC=C(N2)C(=O)OCC)=O)C=CC1